methyl (S)-2-amino-4-chlorosulfonylbutyrate hydrochloride Cl.N[C@H](C(=O)OC)CCS(=O)(=O)Cl